C1(CC1)C1=C(C(=NO1)C1=C(C=CC=C1)OC(F)(F)F)COC1CCN(CC1)C1=CC=C(C=C1)C1=CC(NO1)=O 5-(4-(4-((5-cyclopropyl-3-(2-(trifluoromethoxy)phenyl)isoxazol-4-yl)methoxy)piperidin-1-yl)phenyl)isoxazol-3(2H)-one